2-(5-(4-chlorophenyl)-4-oxothieno[3,4-d]pyrimidin-3(4H)-yl)-N-cyclopropylacetamide ClC1=CC=C(C=C1)C=1SC=C2N=CN(C(C21)=O)CC(=O)NC2CC2